ClC1=C(C=CC=C1)[C@H]1[C@@H](NC=2C=3C1=NNC(C3C=C(C2)F)=O)C2CCN(CC2)C (8S,9S)-9-(2-chlorophenyl)-5-fluoro-8-(1-methylpiperidin-4-yl)-2,7,8,9-tetrahydro-3H-pyrido[4,3,2-de]phthalazin-3-one